9-(2,5-dichloropyrimidin-4-yl)-7-fluoro-1,4-dihydro-2H-spiro[benzo[C][2,6]naphthyridine-3,1'-cyclopropane]-2-carboxylic acid tert-butyl ester C(C)(C)(C)OC(=O)N1CC=2C3=C(N=CC2CC12CC2)C(=CC(=C3)C3=NC(=NC=C3Cl)Cl)F